C1(=CC(=CC=C1)C1CC2(CN(C2)C(=O)C2CC3(C2)NC(OC3)=O)C1)C (2s,4s)-2-(6-(m-Tolyl)-2-azaspiro[3.3]heptane-2-carbonyl)-7-oxa-5-azaspiro[3.4]octan-6-one